C(C)N1C2=NC(=NC(=C2N=C1)N1CCOCC1)NC1=CC(=NN1)C1=CC=CC=C1 9-ethyl-6-morpholino-N-(3-phenyl-1H-pyrazol-5-yl)-9H-purin-2-amine